tert-butyl ((1r,4r)-4-formylcyclohexyl)carbamate CC(C)(C)OC(=O)NC1CCC(CC1)C=O